OCC1CCC(CC1)CNC=1C=C(C=CC1C(F)(F)F)N1C(OC=N1)=O [3-({[(1r,4r)-4-(hydroxymethyl)cyclohexyl]methyl}amino)-4-(trifluoromethyl)phenyl]-1,3,4-oxadiazol-2(3H)-one